(3,4-dihydroxyphenyl)ethan-1-one O-(3-(5-ethyl-1,2,4-oxadiazol-3-yl)benzyl) oxime C(C)C1=NC(=NO1)C=1C=C(CON=C(C)C2=CC(=C(C=C2)O)O)C=CC1